[Cu].C(C)NC(NN)=S.C(C)NC(NN)=S bis(N4-ethyl-thiosemicarbazide) copper